C(CC(O)(C(=O)O)CC(=O)O)(=O)O.C(CC(O)(C(=O)O)CC(=O)O)(=O)O.C(CC(O)(C(=O)O)CC(=O)O)(=O)O citric acid di-citrate